BrC1=NN(C(=C1)C(=O)N(C)C1=C(C=C(C=C1C(NCC)=O)Cl)C)C1=NC=CC=C1Cl 3-bromo-1-(3-chloropyridin-2-yl)-N-(2-methyl-4-chloro-6-(ethylcarbamyl)phenyl)-N-methyl-1H-pyrazole-5-carboxamide